FC1=CC(=C(NOC(C)(C)C)C=C1[N+](=O)[O-])OC 4-fluoro-2-methoxy-5-nitro-N-tert-butoxyaniline